NC1=NC(=C(C=C1)C1=CC(=C(C=C1)O)C(C)N(C)C)F 2-amino-5-(3-(1-(dimethylamino)ethyl)-4-hydroxyphenyl)-6-fluoropyridin